2-(4-Thiazolyl)benzoimidazole S1C=NC(=C1)C=1NC2=C(N1)C=CC=C2